N-(3-Chloro-4-(trifluoromethyl)phenyl)-8-fluoro-3,4-dihydroisoquinoline ClC=1C=C(C=CC1C(F)(F)F)N1CC2=C(C=CC=C2CC1)F